(2S,4R)-4-methoxy-2-(4-phenylindoline-1-carbonyl)pyrrolidine-1-carbonitrile CO[C@@H]1C[C@H](N(C1)C#N)C(=O)N1CCC2=C(C=CC=C12)C1=CC=CC=C1